N(=[N+]=[N-])C1C2C(C3=C(NC1=O)C(=CC(=C3)F)F)C2 cis-2-azido-5,7-difluoro-1,1a,2,8b-tetrahydrobenzo[b]cycloprop[d]azepin-3(4H)-one